COC1=CC=C(C=C1)C[C@@H](C)N[C@H](C)C1=CC=CC=C1 (R)-1-(4-methoxyphenyl)-N-[(R)-1-phenylethyl]-2-propylamine